(S)-N-(2-(2-(4-chlorobenzyl)-5-(3,5-difluorobenzyl)-3-oxo-2,3,4,5,6,7-hexahydro-1H-pyrazolo[4,3-c]pyridin-1-yl)ethyl)-3,3,3-trifluoro-2-hydroxypropanamide ClC1=CC=C(CN2N(C3=C(CN(CC3)CC3=CC(=CC(=C3)F)F)C2=O)CCNC([C@@H](C(F)(F)F)O)=O)C=C1